C=CC=C buta-dien